3-(5-(4-(trifluoromethyl)benzamido)benzo[b]thiophen-2-yl)propanoic acid FC(C1=CC=C(C(=O)NC2=CC3=C(SC(=C3)CCC(=O)O)C=C2)C=C1)(F)F